(S)-tert-butyl (2-(3,4-dichlorophenyl)-2-((4-(trifluoromethoxy)phenyl)sulfonamido)ethyl)carbamate ClC=1C=C(C=CC1Cl)[C@@H](CNC(OC(C)(C)C)=O)NS(=O)(=O)C1=CC=C(C=C1)OC(F)(F)F